C(C=C)(=O)N1C[C@H](C[C@@H]1CF)N1N=C(C(=C1NC)C(=O)N)C#CC1=CC2=C(N(C=N2)C2CC2)C=C1F 1-((3s,5r)-1-propenoyl-5-(fluoromethyl)pyrrolidin-3-yl)-3-((1-cyclopropyl-6-fluoro-1H-benzo[d]imidazol-5-yl)ethynyl)-5-(methylamino)-1H-pyrazole-4-carboxamide